[N+](=O)([O-])C=1C=NC=2CCN(CC2C1)C(=O)NC1=CC=CC=C1 3-nitro-N-phenyl-7,8-dihydro-1,6-naphthyridine-6(5H)-carboxamide